8-isopropyl-2-phenylpyrimido[4,5-b]quinolin-5-amine C(C)(C)C1=CC=C2C(=C3C(=NC2=C1)N=C(N=C3)C3=CC=CC=C3)N